[N+](=O)([O-])C1=C(C=CC(=C1)[N+](=O)[O-])S(=O)(=O)[O-].[Na+] sodium 2,4-dinitrobenzenesulfonate